6-chloro-3-(((R)-1-(2-cyano-3-((R)-3-(dimethylcarbamoyl)pyrrolidin-1-yl)-7-methylquinoxalin-5-yl)ethyl)amino)picolinic acid ClC1=CC=C(C(=N1)C(=O)O)N[C@H](C)C1=C2N=C(C(=NC2=CC(=C1)C)C#N)N1C[C@@H](CC1)C(N(C)C)=O